C(C=C)(=O)OCCCCCCCCCCCCCCC Pentadecyl Acrylate